CC1([C@@H](O1)CC/C(=C/CC=1C(=C2C(C=C(OC2=CC1OCOC)C1=CC=CC=C1)=O)O)/C)C (S,E)-6-(5-(3,3-dimethyloxiran-2-yl)-3-methylpent-2-en-1-yl)-5-hydroxy-7-(methoxymethoxy)-2-phenyl-4H-chromen-4-one